B(O)(O)O.[N-]=C=O isocyanate compound with boric acid